N-[(6S)-4-methyl-5-oxo-7,8-dihydro-6H-pyrazolo[1,5-a][1,3]diazepin-6-yl]-5-phenyl-[1,2,4]triazolo[1,5-a]pyridine-2-carboxamide CN1C=2N(CC[C@@H](C1=O)NC(=O)C1=NN3C(C=CC=C3C3=CC=CC=C3)=N1)N=CC2